2-chloro-N-(1-cyanocyclopropyl)-5-[1-[2,6-dichloro-4-[1,2,2,2-tetrafluoro-1-(trifluoromethyl)ethyl]phenyl]triazol-4-yl]-N-methyl-thiophene-3-carboxamide ClC=1SC(=CC1C(=O)N(C)C1(CC1)C#N)C=1N=NN(C1)C1=C(C=C(C=C1Cl)C(C(F)(F)F)(C(F)(F)F)F)Cl